C(C1=CC=CC=C1)OCCN1C(N(CC1=O)C=1C=2N(C=C(C1)C1CC1)C=C(N2)C(C)NS(=O)C(C)(C)C)=O N-(1-(8-(3-(2-(benzyl-oxy)ethyl)-2,4-dioxoimidazolidin-1-yl)-6-cyclopropylimidazo[1,2-a]pyridin-2-yl)ethyl)-2-methyl-propane-2-sulfinamide